FC1=CC=C(C(=O)C=2/C(/C(N3C2NCCC3)(C3=CC=C(C=C3)C)O)=C/3\C(OC2=CC=CC=C2C3=O)=O)C=C1 (E)-3-(8-(4-fluorobenzoyl)-6-hydroxy-6-(p-tolyl)-1,2,3,4-tetrahydropyrrolo[1,2-a]pyrimidine-7(6H)-ylidene)chroman-2,4-dione